(4-(3-(5-(trifluoromethyl) pyrimidin-2-yl)-3,8-diazabicyclo[3.2.1]octane-8-carbonyl) phenyl) carbamate C(N)(OC1=CC=C(C=C1)C(=O)N1C2CN(CC1CC2)C2=NC=C(C=N2)C(F)(F)F)=O